CC(CCCCCCCCCCCCC)O pentadecan-2-ol